ClC1=C(C=CC=C1C(=O)N1CCOCC1)NC1=C(C=C(C(=O)N=C2NCCN2)C=C1)C(C)(C)O 4-{[2-chloro-3-(morpholine-4-carbonyl)phenyl]amino}-3-(2-hydroxypropan-2-yl)-N-(imidazolidin-2-ylidene)benzamide